(S)-N-(but-3-yn-2-yl)-5-(4-(trifluoromethyl)phenoxy)-2-naphthamide C[C@@H](C#C)NC(=O)C1=CC2=CC=CC(=C2C=C1)OC1=CC=C(C=C1)C(F)(F)F